1-(3-(4-methoxyphenyl)-1,2,4-oxadiazol-5-yl)-N-((1-((tetrahydrofuran-2-yl)methyl)pyrrolidin-3-yl)methyl)piperidine-4-carboxamide COC1=CC=C(C=C1)C1=NOC(=N1)N1CCC(CC1)C(=O)NCC1CN(CC1)CC1OCCC1